2-(ethoxycarbonyl)prop-2-yldithiobenzoate C(C)OC(=O)C(C)(C)SC(C1=CC=CC=C1)=S